C[C@H](CN[C@@H](C)C1=CC=CC2=CC=CC=C12)CC (2S,αS)-2-methylbutyl-α-1-naphthylethylamine